(3-phenylnaphthyl)-2-(2-tolyl)-indole C1(=CC=CC=C1)C=1C=C(C2=CC=CC=C2C1)C1=C(NC2=CC=CC=C12)C1=C(C=CC=C1)C